N-methyl-N-phenylpyrrolidine-1-carboxamide CN(C(=O)N1CCCC1)C1=CC=CC=C1